(S)-α-hydroxy-N-methoxy-2-phenylacetamide O[C@H](C(=O)NOC)C1=CC=CC=C1